CNC=1N=CC(=NC1)C#C/C=C/C=1SC2=C(N1)C=CC=C2 (E)-2-(4-(5-(methylamino)pyrazin-2-yl)but-1-en-3-yn-1-yl)benzo[d]thiazol